1,3-di(mercaptomethyl)phenol SCC1(CC(=CC=C1)CS)O